CC=1N=C2N(C=C(N=C2C)C=2C=C3C=CN(C(C3=CN2)=O)C2CCNCC2)C1 6-(2,8-dimethylimidazo[1,2-a]pyrazin-6-yl)-2-(piperidin-4-yl)-2,7-naphthyridin-1(2H)-one